5-(aminomethyl)-3-phenyloxazolidin-2-one NCC1CN(C(O1)=O)C1=CC=CC=C1